2-((3-(4-(2-(2-Aminopyridin-3-yl)-5-phenyl-3H-imidazo[4,5-b]pyridin-3-yl)benzyl)-3-azabicyclo[3.2.1]octan-8-yl)amino)pyrimidine-4-carbonitrile NC1=NC=CC=C1C1=NC=2C(=NC(=CC2)C2=CC=CC=C2)N1C1=CC=C(CN2CC3CCC(C2)C3NC3=NC=CC(=N3)C#N)C=C1